1,1'-bis(di-phenylphosphino)ferrocene chloride Palladium [Pd+2].[Cl-].C1(=CC=CC=C1)P([C-]1C=CC=C1)C1=CC=CC=C1.[C-]1(C=CC=C1)P(C1=CC=CC=C1)C1=CC=CC=C1.[Fe+2].[Cl-]